tert-butyl (3R,4S)-3-(((benzyloxy)carbonyl)(methyl)amino)-4-fluoropyrrolidine-1-carboxylate C(C1=CC=CC=C1)OC(=O)N([C@@H]1CN(C[C@@H]1F)C(=O)OC(C)(C)C)C